2-(3',5'-dibromo-[1,1'-biphenyl]-4-yl)-4,6-diphenyl-1,3,5-triazine BrC=1C=C(C=C(C1)Br)C1=CC=C(C=C1)C1=NC(=NC(=N1)C1=CC=CC=C1)C1=CC=CC=C1